3-methyltetrahydro-2H-pyran-3,4-diol CC1(COCCC1O)O